p-isopropyl-alpha-hydroxyisobutylphenyl ketone C(C)(C)C1=CC(=C(C=C1)C(=O)C1=C(C=C(C=C1)C(C)C)C(C(C)C)O)C(C(C)C)O